1,7-dilithiobenzimidazole [Li]N1C=NC2=C1C(=CC=C2)[Li]